n-octyl-tin C(CCCCCCC)[Sn]